CN1C=NC2=C1C=C(C=C2)C2C=C(CCO2)OS(=O)(=O)C(F)(F)F [6-(3-methylbenzimidazol-5-yl)-3,6-dihydro-2H-pyran-4-yl]trifluoromethanesulfonate